CN1CCC(CC1)OC1=C(C=C(C=C1)NC(N)=O)C(F)(F)F 3-(4-((1-methylpiperidin-4-yl)oxy)-3-(trifluoromethyl)phenyl)urea